C1(=CC=CC=C1)N1C2=CC=CC=C2C=2C=C(C=CC12)C1=C(C(=C(C(=C1N)C=1C=CC=2N(C3=CC=CC=C3C2C1)C1=CC=CC=C1)N)C=1C=CC=2N(C3=CC=CC=C3C2C1)C1=CC=CC=C1)N tris(9-phenylcarbazol-3-yl)benzene-1,3,5-triamine